OCCOC1=CC=C(C2=CC=CC=C12)C1=NC2=CC(=CC(=C2C(N1)=O)OC)OC 2-[4-(2-hydroxy-ethoxy)-naphthalen-1-yl]-5,7-dimethoxy-3H-quinazolin-4-one